N1C(=NC2=C1C=CC=C2)CNC2=NC(=NC=1N2N=CC1C(C)C)N1[C@@H](COCC1)C N-[(1H-benzimidazol-2-yl)methyl]-2-[(3R)-3-methylmorpholin-4-yl]-8-(propan-2-yl)pyrazolo[1,5-a][1,3,5]triazin-4-amine